3-deutero-piperidine [2H]C1CNCCC1